C(C)(C)(C)N(C(O)=O)[C@](CO[Si](C)(C)C(C)(C)C)(C)C1=NC=CC(=C1)NC(=O)OCC1=CC=CC=C1.C(C1CO1)CC(C(CC1CO1)(CC1CO1)CC1CO1)(C1=CC=C(C=C1)OC1=CC=C(C=C1)N)C1=CC=C(C=C1)OC1=CC=C(C=C1)N |r| tetraglycidyl-2,2-bis[4-(4-aminophenoxy)phenyl]propane tert-butyl-rac-(2-(4-(((benzyloxy)carbonyl)amino)pyridin-2-yl)-1-((tert-butyldimethylsilyl)oxy)propan-2-yl)carbamate